FC1=C(C=C(C=N1)NCCC(=O)O)C 3-[(6-fluoro-5-methyl-3-pyridyl)amino]propanoic acid